(2S,4R)-1-benzoyl-4-hydroxy-N-(4-(4-methylthiazol-5-yl)benzyl)pyrrolidine-2-carboxamide C(C1=CC=CC=C1)(=O)N1[C@@H](C[C@H](C1)O)C(=O)NCC1=CC=C(C=C1)C1=C(N=CS1)C